ClC1=C(C(=CC=C1)F)CNC1=NC(=NC(=N1)N)C1=CC=C2C=NNC2=C1 N2-[(2-chloro-6-fluoro-phenyl)methyl]-6-(1H-indazol-6-yl)-1,3,5-triazine-2,4-diamine